OCC1=CC=C(C=C1)C1(CC1)C(=O)O 1-[4-(Hydroxymethyl)phenyl]cyclopropanecarboxylic acid